N-((3-methyl-2-(tetrahydro-2H-pyran-4-yl)-1H-indol-5-yl)methyl)pyridazine-4-carboxamide CC1=C(NC2=CC=C(C=C12)CNC(=O)C1=CN=NC=C1)C1CCOCC1